C(C1=CC=CC=C1)OC=1C(=C(C=C(C1C(=O)N1CC2=CC=C(C=C2C1)CN1CCNCC1)C1=C(C=CC(=C1)C)S(=O)(=O)[O-])C1=C(C=CC(=C1)C)S(=O)(=O)[O-])C 5-(benzyloxy)-4-methyl-6-(5-(piperazin-1-ylmethyl)-isoindoline-2-carbonyl)-1,3-phenylenedi(4-methylbenzenesulfonate)